CC=1SC2=C(N1)C=C(C=C2)O 2-methyl-1,3-benzothiazol-5-ol